C(CCCCCCCCCCC)NC([C@@H](N)CCCCN)=O N-Dodecyl-Lysinamid